C1(CC1)[C@H]1[C@H]2[C@@H]3CC[C@@H]4C[C@@H](CC[C@@H]4[C@H]3CC[C@@]2([C@H](C1)[C@@H](C)O)C)C (3R,5R,8R,9R,10S,13S,14S,15S,17S)-15-Cyclopropyl-17-((R)-1-hydroxyethyl)-3,13-dimethylhexadecahydro-1H-cyclopenta[a]phenanthren